S(=O)(=O)(O)C=1C=C(C(=O)O)C=C(C1)S(=O)(=O)O 3,5-disulfobenzoic acid